C(C)N1C(C=CC2=C1N=C(N=C2)N[C@@H](C)C2=CC=C(C=C2)OC)=O 8-Ethyl-2-{[(1S)-1-(4-methoxyphenyl)ethyl]amino}pyrido[2,3-d]pyrimidin-7(8H)-on